Cyclobutanol (formate) C(=O)OC1CCC1